2,4-Difluoroaniline FC1=C(N)C=CC(=C1)F